3-bromo-6-difluoromethoxypyridazine BrC=1N=NC(=CC1)OC(F)F